ethyl (6-hydroxy-5'-methyl-4-pentyl-1',2',3',4'-tetrahydro-[1,1'-biphenyl]-2-yl) phenylphosphonate C1(=CC=CC=C1)P(OCC)(OC1=C(C(=CC(=C1)CCCCC)O)C1CCCC(=C1)C)=O